2-(4-(pyridin-2-yloxy)piperidin-1-yl)acetamide N1=C(C=CC=C1)OC1CCN(CC1)CC(=O)N